N1-(2-Aminophenyl)-N7-(4-methylphenyl)heptandiamide NC1=C(C=CC=C1)NC(CCCCCC(=O)NC1=CC=C(C=C1)C)=O